NO.N([N+](=O)[O-])N1N=C(N=C1[N+](=O)[O-])N 1-nitramino-3-amino-5-nitro-1,2,4-triazole hydroxylamine salt